C(C)(=O)O[C@H]([C@@H](CNC(CC)=O)OC(C)=O)[C@@H]1O[C@](C[C@@H]([C@H]1NC(COC(C)=O)=O)OC(C)=O)(SC1=CC=C(C=C1)C)C(=O)OC (1R,2R)-1-((2R,3R,4S,6R)-4-acetoxy-3-(2-acetoxyacetamido)-6-(methoxycarbonyl)-6-(p-tolylthio)tetrahydro-2H-pyran-2-yl)-3-propionamidopropane-1,2-diyl diacetate